O[C@@H]1C[C@@H](N(C1)CC=1C=C(C=CC1)C1=C(C=C(C=C1)S(N)(=O)=O)C)C(=O)N[C@@H](C)C1=C(C(=O)O)C=CC=C1 ((S)-1-((2R,4R)-4-hydroxy-1-((2'-methyl-4'-sulfamoyl-[1,1'-biphenyl]-3-yl)methyl)pyrrolidin-2-amidyl)ethyl)benzoic acid